C1(CC1)N(CC#N)C=1C2=C(N=C(N1)OC[C@]13CCCN3C[C@@H](C1)F)C(=C(N=C2)C2=CC(=CC1=CC=C(C(=C21)C#C)F)O)F 2-(cyclopropyl(7-(8-ethynyl-7-fluoro-3-hydroxynaphthalen-1-yl)-8-fluoro-2-(((2R,7aS)-2-fluorotetrahydro-1H-pyrrolizin-7a(5H)-yl)methoxy)pyrido[4,3-d]pyrimidin-4-yl)amino)acetonitrile